[N+](=O)([O-])C=1C=C2C(=NC1)NC(=C2)C=O 5-NITRO-1H-PYRROLO[2,3-B]PYRIDINE-2-CARBALDEHYDE